(3,4-Dichlorophenyl)-2-cyano-3-(3-(4-methyl-1H-imidazol-1-yl)propyl)guanidin ClC=1C=C(C=CC1Cl)NC(=NC#N)NCCCN1C=NC(=C1)C